ClC=1C=CC2=C(C=C(O2)C2=C3C(=CN=C2)N(CC3)S(=O)(=O)C3=CC=C(C#N)C=C3)C1 4-((4-(5-Chlorobenzofuran-2-yl)-2,3-dihydro-1H-pyrrolo[2,3-c]pyridin-1-yl)sulfonyl)benzonitrile